ethylene glycol monopropionate C(CC)(=O)OCCO